N-(phenylmethyl)-4-methylaniline C1(=CC=CC=C1)CNC1=CC=C(C=C1)C